2-(2-Chloro-pyrimidin-4-yl)-3-(4-fluoro-phenyl)-thiazolo[3,2-a]pyrimidin-5-one ClC1=NC=CC(=N1)C1=C(N2C(=NC=CC2=O)S1)C1=CC=C(C=C1)F